N1(C=NC=C1)C=1C=C(C=CC1)N1C(N(CC1)C1=NC(=CC=C1)C1=NN=CN1C(C)C)=O 1-(3-(1H-imidazol-1-yl)phenyl)-3-(6-(4-isopropyl-4H-1,2,4-triazol-3-yl)pyridin-2-yl)imidazolidin-2-one